4-prop-2-enoyl-1,4-diazepane C(C=C)(=O)N1CCNCCC1